ClC1=CC(=C(COC2=CC=CC(=N2)C2CCN(CC2)CC2=NC=3C(=NC(=CC3)C(=O)O)N2C[C@@H]2OCC2)C=C1)F 2-[(4-{6-[(4-chloro-2-fluorobenzyl)oxy]pyridin-2-yl}piperidin-1-yl)methyl]-3-[(2R)-oxetan-2-ylmethyl]-3H-imidazo[4,5-b]pyridine-5-carboxylic acid